CSC1=CC2=C(CNCCC2)C=C1 7-(methylthio)-1,3,4,5-tetrahydro-2H-benzo[c]azepine